[Br-].C1(=CC=CC=C1)C=1N=NN[N+]1C1=CC=CC=C1 Diphenyl-tetrazolium bromide